2-(4-(5-Chloro-2-(4-chloro-1H-1,2,3-triazol-1-yl)phenyl)-2,5-dioxapiperazin-1-yl)-N-(2-(difluoromethyl)-2H-indazol-5-yl)-3-(4-fluorophenyl)propanamide ClC=1C=CC(=C(C1)N1CON(CO1)C(C(=O)NC1=CC2=CN(N=C2C=C1)C(F)F)CC1=CC=C(C=C1)F)N1N=NC(=C1)Cl